ClC1=C(C(=O)N2N=C(C(=C2SCC2=CC=C(C=C2)F)OC)C2C(N(CC2)S(=O)(=O)N(C)C)C(F)(F)F)C=CC=C1 3-[1-(2-Chlorobenzoyl)-5-{[(4-fluorophenyl)methyl]sulfanyl}-4-methoxy-1H-pyrazol-3-yl]-N,N-dimethyl-2-(trifluoromethyl)pyrrolidin-1-sulfonamid